COC=1C(=C(C#N)C=CC1)SCCCC(F)(F)F 3-methoxy-2-(4,4,4-trifluorobutylsulfanyl)benzonitrile